C(C)(C)N1CCN(CC1)C=1S\C(\C(N1)=O)=C/C=1N(C(=CN1)[N+](=O)[O-])C (5Z)-2-(4-isopropyl-1-piperazinyl)-5-[(1-methyl-5-nitro-1H-imidazol-2-yl)methylene]thiazol-4(5H)-one